FC1(CN(CC1)C1=NC=NC(=C1C)N1CCC(CC1)OC=1C=NC(=CC1)OC)F 4-(3,3-difluoropyrrolidin-1-yl)-6-(4-((6-methoxypyridin-3-yl)oxy)piperidin-1-yl)-5-methylpyrimidine